NC[C@H]1N(CCC1)C(=O)OC(C)(C)C tert-butyl (S)-2-aminomethyl-pyrrolidine-1-carboxylate